BrC(C(=O)O)Cl 2-bromo-2-chloroacetic acid